O.C(C)(C)OC(C(C(=O)OC(C)C)=O)=O.FC1=C(C=CC=C1C(F)(F)F)C(C)=O 1-(2-fluoro-3-(trifluoromethyl)phenyl)ethan-1-one di-isopropyl-ketomalonate hydrate